5-chloro-N-[(1S)-4,4-difluoro-1-[2-(methylamino)-2-oxo-acetyl]pentyl]-2-[[2-(trifluoromethyl)cyclopropanecarbonyl]amino]benzamide ClC=1C=CC(=C(C(=O)N[C@@H](CCC(C)(F)F)C(C(=O)NC)=O)C1)NC(=O)C1C(C1)C(F)(F)F